FC(OC1=NC(=NN2C1=C(C=C2)C=2C=C1N=CC=NC1=CC2)NC2CCC(CC2)(O)C)F (1s,4s)-4-((4-(difluoromethoxy)-5-(quinoxalin-6-yl)pyrrolo[2,1-f][1,2,4]triazin-2-yl)amino)-1-methylcyclohexan-1-ol